C(C1=CC=CC=C1)C1CCN(CC1)CCNC(=O)C1CC1 N-(2-(4-benzylpiperidin-1-yl)ethyl)cyclopropanecarboxamide